tert-Butyl ({(1r,4r)-4-[5-(4,4,5,5-tetramethyl-1,3,2-dioxaborolan-2-yl)-2H-indazol-2-yl]cyclohexyl}methyl)carbamate CC1(OB(OC1(C)C)C1=CC2=CN(N=C2C=C1)C1CCC(CC1)CNC(OC(C)(C)C)=O)C